(S)-2-(1-aminobutyl)-5-chloro-3-phenylquinazolin-4(3H)-one hydrochloride Cl.N[C@@H](CCC)C1=NC2=CC=CC(=C2C(N1C1=CC=CC=C1)=O)Cl